4-((3-chlorophenyl)amino)cyclobut-3-ene-1,2-dione ClC=1C=C(C=CC1)NC1=CC(C1=O)=O